[N+](=O)([O-])C1=CC=C(C=C1)N1CCC(CC1)N1CCC2(CCN(CC2)C2=CC=C3C=NNC(C3=C2)=O)CC1 7-(9-(1-(4-nitrophenyl)piperidin-4-yl)-3,9-diazaspiro[5.5]undecan-3-yl)phthalazin-1(2H)-one